CN1C(=C([C@H]2[C@H](O)[C@H](O)[C@@H](CO)O2)C(NC1=O)=O)Cl 1-Methyl-6-chloro-pseudouridine